C(C)C(CC(=O)NC(C(=O)O)CCN(CCCCC1=NC=2NCCCC2C=C1)CCOC1=CC=CC=C1)CC 2-(3-ethylpentanoylamino)-4-[2-phenoxyethyl-[4-(5,6,7,8-tetrahydro-1,8-naphthyridin-2-yl)butyl]amino]butanoic acid